(((1R,6S)-5-(6-((4-Cyano-2-fluorobenzyl)oxy)pyridin-2-yl)-2,5-diazabicyclo[4.2.0]octan-2-yl)methyl)-1-((5-methylisoxazol-3-yl)methyl)-1H-benzo[d]imidazole-6-carboxylic acid C(#N)C1=CC(=C(COC2=CC=CC(=N2)N2CCN([C@@H]3CC[C@H]23)CC2=NC3=C(N2CC2=NOC(=C2)C)C=C(C=C3)C(=O)O)C=C1)F